N-(1-benzyl-1,3-dimethyl-butyl)-8-chloro-quinoline-3-carboxamide C(C1=CC=CC=C1)C(CC(C)C)(C)NC(=O)C=1C=NC2=C(C=CC=C2C1)Cl